C(C1=CC=CC=C1)OC=1C=C2CCN3[C@@H](C2=CC1OC)C[C@H]([C@@H](C3)CC(C)(C)C)O (2R,3R,11bR)-9-(benzyloxy)-10-methoxy-3-neopentyl-1,3,4,6,7,11b-hexahydro-2H-pyrido[2,1-a]isoquinolin-2-ol